[C@H]12CN(C[C@H](CC1)N2)C2=NC(=NC1=CC(=CC=C21)C=2C(=C(N)C=CC2)C)OC[C@H]2N(CCC2)C 3-(4-((1R,5S)-3,8-diazabicyclo[3.2.1]octan-3-yl)-2-(((S)-1-methylpyrrolidin-2-yl)methoxy)quinazolin-7-yl)-2-methylaniline